2-[4-[[2-(2H-tetrazol-5-yl)phenyl]methyl]piperazin-1-yl]-1,3-benzothiazole N=1NN=NC1C1=C(C=CC=C1)CN1CCN(CC1)C=1SC2=C(N1)C=CC=C2